C(C)OC=1C=C(C=O)C=CC1OCCC=C(CCC1=CC=CC=C1)C 3-ethoxy-4-((4-methyl-6-phenylhex-3-en-1-yl)oxy)benzaldehyde